tert-Butyl (R)-3-((3-nitropyridin-2-yl)amino)pyrrolidine-1-carboxylate [N+](=O)([O-])C=1C(=NC=CC1)N[C@H]1CN(CC1)C(=O)OC(C)(C)C